(1R)-6-(benzyloxy)-7-methoxy-1-[(E)-2-(5-methoxy-1-methyl-1H-pyrrolo[2,3-b]pyridin-3-yl)ethenyl]-1,2,3,4-tetrahydroisoquinoline C(C1=CC=CC=C1)OC=1C=C2CCN[C@@H](C2=CC1OC)\C=C\C1=CN(C2=NC=C(C=C21)OC)C